N[C@@H]1[C@H](CCCC1)C1=C(C2=NC(=CC(=C2S1)NCC=1OC=CC1)Cl)Cl 2-((1S,2S)-2-aminocyclohexyl)-3,5-dichloro-N-(furan-2-ylmethyl)thieno[3,2-b]pyridin-7-amine